ClC1=CC(=NC=C1C(=O)NC1=CC=NC=C1)C(F)(F)F 4-Chloro-N-(pyridin-4-yl)-6-(trifluoromethyl)nicotinamide